N-(tetrahydro-pyran-4-yl)-nicotinamide O1CCC(CC1)NC(C1=CN=CC=C1)=O